4-(6-chloro-3,5-dicyano-4-ethylpyridin-2-yl)-1,4-diazepan-1-carboxylic acid tert-butyl ester C(C)(C)(C)OC(=O)N1CCN(CCC1)C1=NC(=C(C(=C1C#N)CC)C#N)Cl